BrC(CNC(OC(C)(C)C)=O)C tert-butyl N-(2-bromopropyl)carbamate